ClC=1C(=C(C=CC1)NC=1C2=C(N=CN1)C=C(C(=N2)N2CC(C2)NC(C=C)=O)OC)F N-(1-(4-((3-chloro-2-fluorophenyl)amino)-7-methoxypyrido[3,2-d]pyrimidin-6-yl)azetidin-3-yl)acrylamide